C1(CC1)CN(C(OC(C)(C)C)=O)[C@H]1CN(CCC1)C=1C=NC(=CC1)C1(COC1)N1N=NC(=C1)C1=CC(N(C(=C1)N1CCCC1)C)=O tert-butyl (R)-(cyclopropylmethyl)(1-(6-(3-(4-(1-methyl-2-oxo-6-(pyrrolidin-1-yl)-1,2-dihydropyridin-4-yl)-1H-1,2,3-triazol-1-yl)oxetan-3-yl)pyridin-3-yl)piperidin-3-yl)carbamate